COP(OC)(=O)C1OC(C2=CC=CC=C12)=O 3-oxo-1,3-dihydroisobenzofuran-1-phosphonic acid dimethyl ester